C(C1=CC=CC=C1)OC1=CC(=C(C=C1F)C1=CC(=C2C(=NNC2=C1)C=O)F)CC (d)-6-(4-(benzyloxy)-2-ethyl-5-fluorophenyl)-4-fluoro-1H-indazole-3-carbaldehyde